1-fluoro-3-(2-isocyanoethyl)benzene FC1=CC(=CC=C1)CC[N+]#[C-]